OP(O)OP(O)O.C(C)(C)(C)C1=C(C(=CC(=C1)C)C(C)(C)C)C(O)(C(CO)(CO)CO)C1=C(C=C(C=C1C(C)(C)C)C)C(C)(C)C bis-(2,6-di-tert-butyl-4-methyl-phenyl)pentaerythritol diphosphite